O=C1NC(CCC1N1C(C2=CC=C(C(=C2C1=O)F)CNCC1=CC=C(C(=O)NC2=CC(=C(C=C2)C)NC2=NC=CC(=N2)C=2C=NC=CC2)C=C1)=O)=O 4-((((2-(2,6-dioxopiperidin-3-yl)-4-fluoro-1,3-dioxoisoindolin-5-yl)methyl)amino)methyl)-N-(4-methyl-3-((4-(pyridin-3-yl)pyrimidin-2-yl)amino)phenyl)benzamide